CN1N=C(C(=C1)C=1C(=NC(=CC1)C(=O)N)C1=CC(NC=C1)=O)C1=NC=CC=C1 (1-methyl-3-(pyridin-2-yl)-1H-pyrazol-4-yl)-2'-oxo-1',2'-dihydro-[2,4'-bipyridine]-6-carboxamide